C([C@@H]1[C@@H]([C@@H]([C@H]([C@@H](O1)O)O)OS(=O)(=O)O)O)O The molecule is a monosaccharide sulfate that is beta-D-galactose bearing a single sulfo substituent at position 3; sulfatide in which both acyl chains have been removed by treatment with ceramide glycanase. It has a role as an epitope. It derives from a beta-D-galactose.